4-(diphenylamino)phenylboronic acid C1(=CC=CC=C1)N(C1=CC=C(C=C1)B(O)O)C1=CC=CC=C1